BrC1=CC=CN2C(=C(C=C12)SCC)C1=NC=2C(=NC=C(C2)C(F)(F)F)N1C 2-(8-Bromo-2-(ethylthio)indolizin-3-yl)-3-methyl-6-(trifluoromethyl)-3H-imidazo[4,5-b]pyridine